5-(1-benzyl-1H-pyrazol-4-yl)-4-ethoxy-1-methylpyridin-2(1H)-one C(C1=CC=CC=C1)N1N=CC(=C1)C=1C(=CC(N(C1)C)=O)OCC